NC=1SC[C@@]2(N1)CCOC1=CC=C(C=C12)NC(=O)C1=NC=C(C=C1)CC#N (R)-N-(2'-amino-5'H-spiro[chromane-4,4'-thiazol]-6-yl)-5-cyanomethylpyridineamide